4-ethyl-6-((4-(3-isopropyl-2-methyl-2H-indazol-5-yl)pyrimidin-2-yl)amino)-8-(morpholinomethyl)-2H-benzo[b][1,4]oxazin-3(4H)-one C(C)N1C2=C(OCC1=O)C(=CC(=C2)NC2=NC=CC(=N2)C2=CC1=C(N(N=C1C=C2)C)C(C)C)CN2CCOCC2